BrC=1C=NN(C1)C1=C(C=C(C=C1)NC(CC1=CC(=CC=C1)F)=O)S(N)(=O)=O N-[4-(4-bromo-1H-pyrazol-1-yl)-3-sulfamoylphenyl]-2-(3-fluorophenyl)acetamide